C(CCC)P(CCCC)CCCC.[Se] selenium tributylphosphine